NC1=NN2C(C=C(C=C2)Br)=C1C(=O)N[C@@H](C)C=1N(C(C2=C(C=CC=C2C1)C#CC=1C=NN(C1)C([2H])([2H])[2H])=O)C1=CC=CC=C1 (S)-2-amino-5-bromo-N-(1-(8-((1-(methyl-d3)-1H-pyrazol-4-yl)ethynyl)-1-oxo-2-phenyl-1,2-dihydroisoquinolin-3-yl)ethyl)pyrazolo[1,5-a]pyridine-3-Carboxamide